CN(C[C@@H](C)N)C (R)-N1,N1-dimethylpropane-1,2-diamine